FC1=CC=C(C=C1)C(N1C[C@@H](N(C[C@H]1COC)C1=NC=2N(C3=C1N=CS3)C=NN2)C)C2=CC=C(C=C2)F 4-((2S,5S)-4-(bis(4-fluorophenyl)methyl)-5-(methoxymethyl)-2-methylpiperazin-1-yl)thiazolo[4,5-e][1,2,4]triazolo[4,3-a]pyrimidine